N1(CCOCC1)CC1=CC(=C(N)C=C1)[N+](=O)[O-] 4-(Morpholinylmethyl)-2-nitroaniline